ClC=1C(=NC2=CC=CC=C2C1)NC1[C@H]2CN(C[C@@H]12)C(=O)OC(C)(C)C tert-butyl (1S,5R)-6-[(3-chloro-2-quinolyl)amino]-3-azabicyclo[3.1.0]hexane-3-carboxylate